C(CCC)OC1=CC=C(C=C1)S(=O)(=O)OC1=C(C=CC=C1)NC(=O)NC1=CC(=CC=C1)OS(=O)(=O)C1=CC=C(C=C1)OCCCC N-[2-(p-butoxybenzenesulfonyloxy)phenyl]-N'-[3-(p-butoxybenzenesulfonyloxy)phenyl]urea